1-((S)-3-methylmorpholin-4-yl)ethanone C[C@@H]1N(CCOC1)C(C)=O